C(CCC)C1=CC=C(C=C1)N(C1=CC=C(C2=CC=C(N(C3=CC=CC=C3)C3=CC=C(C=C3)CCCC)C=C2)C=C1)C1=CC=CC=C1 bis(4-butylphenyl)-N,N'-bis(phenyl)-benzidine